(S)-4-(5-(3-(2-((S)-3-carboxybutanoyl)-4-fluoro-6-methoxybenzo[b]thiophen-5-yl)propoxy)-6-methoxybenzo[b]thiophen-2-yl)-2-methyl-4-oxobutanoic acid C(=O)(O)[C@H](CC(=O)C1=CC2=C(S1)C=C(C(=C2F)CCCOC2=CC1=C(SC(=C1)C(C[C@@H](C(=O)O)C)=O)C=C2OC)OC)C